(1S,3S,4S)-5,5-difluoro-N-((S,E)-4-fluoro-4-(methylsulfonyl)-1-((S)-2-oxopyrrolidin-3-yl)but-3-en-2-yl)-2-(9-hydroxy-9H-fluorene-9-carbonyl)-2-azabicyclo[2.2.2]octane-3-carboxamide FC1([C@@H]2[C@H](N([C@H](C1)CC2)C(=O)C2(C1=CC=CC=C1C=1C=CC=CC21)O)C(=O)N[C@@H](C[C@H]2C(NCC2)=O)\C=C(\S(=O)(=O)C)/F)F